FC(O[C@@H]1C[C@H](N(C1)C(CNC(C1=CC(=CC(=C1)OC1=C(C=C(C=C1)C)F)F)=O)=O)C(=O)O)F (2S,4R)-4-(difluoromethoxy)-1-((3-fluoro-5-(2-fluoro-4-methylphenoxy)benzoyl)glycyl)pyrrolidine-2-carboxylic acid